2-((6-(2-chloro-3-(6-(3-methoxy-4-((7-oxo-2,6-diazaspiro[3.4]octan-2-yl)methyl)phenyl)-5-methylpyrimidin-4-yl)phenyl)-2-methoxypyridin-3-yl)methyl)-2,6-diazaspiro[3.4]octan-7-one ClC1=C(C=CC=C1C1=NC=NC(=C1C)C1=CC(=C(C=C1)CN1CC2(C1)CNC(C2)=O)OC)C2=CC=C(C(=N2)OC)CN2CC1(C2)CNC(C1)=O